(2-oxabicyclo[2.2.2]octan-4-yl)methanamine C12OCC(CC1)(CC2)CN